ClC1=C(C=CC(=N1)C(=O)NC)N1CCNCC1 6-chloro-N-methyl-5-piperazin-1-yl-pyridine-2-carboxamide